[Si](C)(C)(C(C)(C)C)OC1=CC[C@@]2(C3=CC=CC(=C13)F)N=C1N(C=C(C=C1OC(F)F)C(F)(F)F)C2 (S)-4'-((tert-butyldimethylsilyl)oxy)-8-(difluoromethoxy)-5'-fluoro-6-(trifluoromethyl)-2'H,3H-spiro[imidazo[1,2-a]pyridine-2,1'-naphthalene]